BrC=1N(C2=NC(=NC(=C2N1)N1CCN(CC1)C(C)=O)Cl)C 1-(4-(8-bromo-2-chloro-9-methyl-9H-purin-6-yl)piperazin-1-yl)ethanone